1,3-Bis((perfluoroprop-1-en-1-yl)oxy)benzene FC(=C(C(F)(F)F)F)OC1=CC(=CC=C1)OC(=C(C(F)(F)F)F)F